(1r,2'S,4S)-4-(3-bromoanilino)-2'-methyl-2',3'-dihydrospiro[cyclohexane-1,1'-indene]-4-carboxylic acid BrC=1C=C(NC2(CCC3([C@H](CC4=CC=CC=C34)C)CC2)C(=O)O)C=CC1